(1R,5S)-N-[6-(7-pyrazol-1-yl-1H-indazol-4-yl)-1,2,4-triazin-3-yl]-8-azabicyclo[3.2.1]-octan-3-amine N1(N=CC=C1)C=1C=CC(=C2C=NNC12)C1=CN=C(N=N1)NC1C[C@H]2CC[C@@H](C1)N2